C(#N)C=1C(=NC(=C(C1CC)C#N)N1CCC(CC1)N1CC(CC1)(F)F)SC(C(=O)N)C1=CC=CC=C1 2-((3,5-dicyano-6-(4-(3,3-difluoropyrrolidin-1-yl)piperidin-1-yl)-4-ethylpyridin-2-yl)thio)-2-phenylacetamide